N-{4-[2-(2-chloro-3-fluorophenyl)acetamido]pyridin-2-yl}-N-(4-fluorophenyl)acetamide ClC1=C(C=CC=C1F)CC(=O)NC1=CC(=NC=C1)N(C(C)=O)C1=CC=C(C=C1)F